C1(CC1)COC=1C=C(CCC2CC(N(CC2)O)=O)C=CC1OC(F)F 4-(3-(cyclopropylmethoxy)-4-(difluoromethoxy)phenethyl)-1-hydroxypiperidin-2-one